cis-2-Methyl-4-propyl-1,3-oxathian C[C@@H]1OCC[C@@H](S1)CCC